FC1=CC=C(C=C1)N1N=CC=2C[C@]3(C(=CC12)CC[C@@H](C3)C(C)(C)S(=O)(=O)C3=NN(C=C3)C)C(=O)C3=NC=CC(=C3)F ((4aR,6S)-1-(4-Fluorophenyl)-6-(2-((1-methyl-1H-pyrazol-3-yl)sulfonyl)propan-2-yl)-1,4,5,6,7,8-hexahydro-4aH-benzo[f]indazol-4a-yl)(4-fluoropyridin-2-yl)methanone